C#COOOOOCCCCCCCCC pentaoxahexadecyne